5-(1-ethoxyvinyl)-4-methyl-2H-pyridazin-3-one C(C)OC(=C)C1=C(C(NN=C1)=O)C